N1(CCOCC1)C1=CC(=NC=N1)N1N=CC(=C1[O-])N1N=NC=C1.[NH4+] ammonium 1-[6-(morpholin-4-yl)pyrimidin-4-yl]-4-(1H-1,2,3-triazol-1-yl)-1H-pyrazol-5-olate